2-(3-{[2-(fluoromethoxy)-4-methanesulfonylphenyl]amino}prop-1-yn-1-yl)-N-[(1S,4S)-4-{2-oxa-6-azaspiro[3.3]heptan-6-yl}cyclohexyl]-1-(2,2,2-trifluoroethyl)-1H-indol-4-amine FCOC1=C(C=CC(=C1)S(=O)(=O)C)NCC#CC=1N(C=2C=CC=C(C2C1)NC1CCC(CC1)N1CC2(COC2)C1)CC(F)(F)F